tert-butyl (4-((22-chloro-9-oxo-4,13,16-trioxa-10-azadocosyl)carbamoyl) tetrahydro-2H-pyran-4-yl)carbamate ClCCCCCCOCCOCCNC(CCCCOCCCNC(=O)C1(CCOCC1)NC(OC(C)(C)C)=O)=O